[Cl-].[Cl-].C1(C=CC2=CC=CC=C12)[Zr+2] (1-indenyl)-zirconium dichloride